NC1=NC=C(C2=C1C(=NN2C2CNCC2)C#CC2=CC1=C(N(C=N1)CC)C=C2)C(CC)=O 3-(4-amino-3-((1-ethyl-1H-benzo[d]imidazol-5-yl)ethynyl)-7-propionyl-1H-pyrazolo[4,3-c]pyridin-1-yl)pyrrolidin